1,2,5-O-trinonanoyl-sorbitol C(CCCCCCCC)(=O)C(O)[C@](O)([C@@H](O)[C@H](O)[C@H](OC(CCCCCCCC)=O)CO)C(CCCCCCCC)=O